C1N2C=3C(NC(=NC3NC[C@@H]2CN1C1=CC=C(C(N[C@@H](CCC(=O)[O-])C(=O)O)=O)C=C1)N)=O (6R)-5,10-methylenetetrahydrofolate